1-(5-fluoro-1,3-thiazol-2-yl)-7-[3-(hydroxyamino)azetidin-1-yl]-5-methyl-4-oxo-1,4-dihydro-1,8-naphthyridine-3-carboxylic acid FC1=CN=C(S1)N1C=C(C(C2=C(C=C(N=C12)N1CC(C1)NO)C)=O)C(=O)O